{4-[2-(2-aminopyridin-3-yl)-5-phenylimidazo[4,5-b]pyridin-3-yl]phenyl}acetic acid NC1=NC=CC=C1C1=NC=2C(=NC(=CC2)C2=CC=CC=C2)N1C1=CC=C(C=C1)CC(=O)O